2-chloro-7-oxo-6,7-dihydro-5H-pyrrolo[3,4-b]pyridine-4-carbaldehyde ClC1=CC(=C2C(=N1)C(NC2)=O)C=O